N-(5-Cyclopropylnaphthalen-1-yl)-3-(dimethylamino)-4-fluorobenzamide C1(CC1)C1=C2C=CC=C(C2=CC=C1)NC(C1=CC(=C(C=C1)F)N(C)C)=O